para-adamantyl-benzaldehyde C12(CC3CC(CC(C1)C3)C2)C2=CC=C(C=O)C=C2